(2RS)-4,4-difluoro-2-(4-fluorophenyl)-N-{4-[5-methyl-4-oxo-3-(pyridin-2-yl)-7-(2,2,2-trifluoroethyl)-4,5-dihydro-1H-pyrrolo[3,2-c]pyridin-2-yl]pyridin-2-yl}butanamide FC(C[C@@H](C(=O)NC1=NC=CC(=C1)C1=C(C=2C(N(C=C(C2N1)CC(F)(F)F)C)=O)C1=NC=CC=C1)C1=CC=C(C=C1)F)F |r|